C(C)(C)(C)OC(=O)N1C2=C(C(=C1)C(C)C)SC(=C2)C=O 2-formyl-6-isopropyl-4H-thieno[3,2-b]Pyrrole-4-carboxylic acid tert-butyl ester